C1(CCC1)N(C(CCC=1SC(=C(N1)CO)C)=O)C N-cyclobutyl-3-(4-(hydroxymethyl)-5-methylthiazol-2-yl)-N-methylpropanamide